C(C)N(CCN(C(OCCCC)=O)C(=O)C1=C(NC(=C1C)C=C1C(NC2=CC=C(C=C12)F)=O)C)CC butyl 2-(diethylamino)ethyl(5-((5-fluoro-2-oxoindolin-3-ylidene)methyl)-2,4-dimethyl-1H-pyrrole-3-carbonyl)carbamate